C(=O)O.ClC1=C(C=C(C=C1)Cl)[C@@H]1C[C@@H]([C@H](CC1)OC1=CC=C(C(=N1)C)S(=O)(=O)NC1=NC=NC=C1)N(C)C 6-(((1S,2S,4S)-4-(2,5-dichloro-phenyl)-2-(dimethylamino)-cyclohexyl)oxy)-2-methyl-N-(pyrimidin-4-yl)pyridine-3-sulfonamide formate